FC1=C(C=CC(=C1)C(F)(F)F)N1CCNCC1 1-(2-fluoro-4-(trifluoromethyl)phenyl)piperazine